11,11-dimethyl-4,8-dimethylbicyclo[7.2.0]undecane-3-ol CC1(CC2C(CCCC(C(CC12)O)C)C)C